C1(CCCCC(=O)OCCO1)=O 2-ethylene adipate